C(C)(C)(C)N1N=C(C=C1N)C1(C(CCC1)=O)[Si](C)(C)C(C)(C)C 1-(tert-butyl)-3-trans-3-((tert-butyldimethylsilyl)oxocyclopentyl)-1h-pyrazol-5-amine